(S)-4-amino-1-(pyridin-3-yl)chloro-butane NCCC[C@@H](C=1C=NC=CC1)Cl